ClC1=C(C(=CC=C1)F)NC(C1=C(C=C(C(=C1)F)C1=NC(=CN=C1)O)O[C@H](C(F)(F)F)C)=O (S)-N-(2-chloro-6-fluorophenyl)-5-fluoro-4-(6-hydroxypyrazin-2-yl)-2-((1,1,1-trifluoropropan-2-yl)oxy)benzamide